5-ethyl-4-methyl-N-[4-[(2S)-morpholin-2-yl]phenyl]-1H-pyrazole-3-carboxamide monophosphate P(=O)(O)(O)O.C(C)C1=C(C(=NN1)C(=O)NC1=CC=C(C=C1)[C@H]1CNCCO1)C